C1(=CC=CC=C1)OP(O)(O)=[Se] phenyl-selenophosphoric acid